COC(=O)C=1C=NC=2C(=C(C(NC2C1)=O)Cl)C 7-chloro-8-methyl-6-oxo-5H-1,5-naphthyridine-3-carboxylic acid methyl ester